6-[(2S)-2-aminopropyl]-7-bromo-2-chloro-N-(thiophen-2-ylmethyl)furo[3,2-d]pyrimidin-4-amine N[C@H](CC1=C(C=2N=C(N=C(C2O1)NCC=1SC=CC1)Cl)Br)C